di-tert-butyl ((4S)-5-(6-(4-fluorophenyl)-1H-indole-2-carboxamido)-2-hydroxypentane-1,4-diyl)dicarbamate FC1=CC=C(C=C1)C1=CC=C2C=C(NC2=C1)C(=O)NC[C@H](CC(CNC(OC(C)(C)C)=O)O)NC(OC(C)(C)C)=O